ClC=1C=C2C(=NC(=NC2=C(C1C1=CC(=CC2=CC=CC=C12)O)F)N1CC(C1)N(C)C)N(CCNC(C)=O)C (S or R)-N-(2-((6-Chloro-2-(3-(dimethylamino)azetidin-1-yl)-8-fluoro-7-(3-hydroxynaphthalene-1-yl)quinazolin-4-yl)(methyl)amino)ethyl)acetamide